N-(1-(tert-butylsulfonyl)-3-methyl-1H-indol-6-yl)-4-((2-hydroxyethyl)sulfonamido)-2-(6-azaspiro[2.5]octan-6-yl)benzamide C(C)(C)(C)S(=O)(=O)N1C=C(C2=CC=C(C=C12)NC(C1=C(C=C(C=C1)NS(=O)(=O)CCO)N1CCC2(CC2)CC1)=O)C